3-(((3-isopropyl-5-(piperidin-4-yl)pyrazolo[1,5-a]pyrimidin-7-yl)amino)methyl)benzene C(C)(C)C=1C=NN2C1N=C(C=C2NCC=2C=CC=CC2)C2CCNCC2